tert-butyl 4-(2,7-dimethyl-[1,2,4]triazolo[1,5-a]pyridin-6-yl)piperidine-1-carboxylate CC1=NN2C(C=C(C(=C2)C2CCN(CC2)C(=O)OC(C)(C)C)C)=N1